2-silaindane C1[SiH2]CC2=CC=CC=C12